N-(tert-butyl)-2-methoxy-5-methylpiperazamide C(C)(C)(C)NC(=O)N1C(CNC(C1)C)OC